C1(CC1)OC=1C=C(C=CC1)B(O)O 3-cyclopropyloxyphenylboronic acid